racemic-3-(3-chloro-4-fluorophenyl)-1-methyl-1-(6-oxo-1,2,3,4,5,6-hexahydrophenanthridin-1-yl)urea ClC=1C=C(C=CC1F)NC(N([C@@H]1CCCC=2NC(C3=CC=CC=C3C12)=O)C)=O |r|